4-(4-chlorophenyl)-6-(3-ethylpiperidin-1-yl)-2-(pyridin-3-yl)pyrimidine ClC1=CC=C(C=C1)C1=NC(=NC(=C1)N1CC(CCC1)CC)C=1C=NC=CC1